2,9-dichloro-1,2,3,4-tetrahydro-1,4-methanonaphthalene ClC1C2C3=CC=CC=C3C(C1)C2Cl